C1(CC1)C=1C=C(C(=O)O)C=CC1NC1=CC(=CC=C1)NC(C(C)C)=O 3-cyclopropyl-4-{[3-(2-methylpropanoylamino)phenyl]amino}benzoic acid